FC(SC1=C(N=C2N1C=CC=C2N[C@H]2[C@H](CN(CC2)C)F)C#CCNC=2C=C1CCNC(C1=CC2OC)=O)F 6-((3-(3-((difluoromethyl)thio)-8-(((3S,4R)-3-fluoro-1-methylpiperidin-4-yl)amino)imidazo[1,2-a]pyridin-2-yl)prop-2-yn-1-yl)amino)-7-methoxy-3,4-dihydroisoquinolin-1(2H)-one